1-methyl-1H-benzo[d][1,2,3]triazole-5-carbohydrazide CN1N=NC2=C1C=CC(=C2)C(=O)NN